chloro-N-(3-fluoro-5-((1-(trifluoromethyl)cyclopropyl)ethynyl)phenyl)-N-methyl-[1,2,4]triazolo[4,3-a]quinazolin-5-amine ClC1=NN=C2N1C1=CC=CC=C1C(=N2)N(C)C2=CC(=CC(=C2)C#CC2(CC2)C(F)(F)F)F